ClC1=CC=C(C(=N1)OCCCN)[N+](=O)[O-] 3-((6-chloro-3-nitropyridin-2-yl)oxy)propan-1-amine